ClC1=CC=C(C(=N1)N1N=C(C=C1C)C#N)C1(CC1)C#N 1-[6-chloro-3-(1-cyanocyclopropyl)-2-pyridyl]-5-methyl-pyrazole-3-carbonitrile